C(C)(C)(C)OC(=O)N1C(COCCC1)C1=C(C=CC(=C1)Br)Cl 3-(5-bromo-2-chloro-phenyl)-1,4-oxazepan-4-carboxylic acid tert-butyl ester